FC(C1CCC=2N1CC(N2)=O)(F)F 5-(trifluoromethyl)-6,7-dihydro-3H-pyrrolo[1,2-a]imidazol-2(5H)-one